2-(4-aminophenyl-sulfonyl)ethanol NC1=CC=C(C=C1)S(=O)(=O)CCO